1-bromo-3-(2,3-dimethylphenyl)butan-2-one BrCC(C(C)C1=C(C(=CC=C1)C)C)=O